N-(4-chloronaphthyl)-2-(5-ethyl-6-(4-(5-hydroxy-6-methylpyrimidine-4-carbonyl)piperazin-1-yl)-2-(1-methyl-1H-pyrazol-4-yl)-7-oxo-[1,2,4]triazolo[1,5-a]pyrimidin-4(7H)-yl)acetamide ClC1=CC=C(C2=CC=CC=C12)NC(CN1C=2N(C(C(=C1CC)N1CCN(CC1)C(=O)C1=NC=NC(=C1O)C)=O)N=C(N2)C=2C=NN(C2)C)=O